(R)-3-((tert-butyldiphenylsilyl)oxy)pyrrolidine-1-carbonyl chloride [Si](C1=CC=CC=C1)(C1=CC=CC=C1)(C(C)(C)C)O[C@H]1CN(CC1)C(=O)Cl